NC1=NC=CC(=N1)C=1C2=C(C(=NC1)NCC=1C=C(C(=O)NCC3CN(CCO3)C)C=CC1)CCO2 3-(((7-(2-Aminopyrimidin-4-yl)-2,3-dihydrofuro[3,2-c]pyridin-4-yl)amino)methyl)-N-((4-methylmorpholin-2-yl)methyl)benzamid